3-Chloro-6-[[(3R)-1-ethyl-3-piperidyl]-amino]-4-methyl-1,2,4-triazin-5-one ClC1=NN=C(C(N1C)=O)N[C@H]1CN(CCC1)CC